5-[5-(1-[(2E)-2-(aminomethyl)-3-fluoroprop-2-en-1-yl]-5-oxo-1,5-dihydro-4H-1,2,4-triazol-4-ylmethyl)thiophen-2-yl]-2,3-dihydro-1H-isoindol-1-one hydrochloride Cl.NC/C(/CN1N=CN(C1=O)CC1=CC=C(S1)C=1C=C2CNC(C2=CC1)=O)=C\F